(S)-7-(3-(aminomethyl)-1-pyrrolidinyl)-1-cyclopropyl-6-fluoro-1,4-dihydro-4-oxo-1,8-naphthyridine-3-carboxylic acid NC[C@H]1CN(CC1)C1=C(C=C2C(C(=CN(C2=N1)C1CC1)C(=O)O)=O)F